C(C)(C)(C)OC(NC(C(=O)C1=CC(=CC(=C1)F)F)C)=O tert-Butyl(1-(3,5-difluorophenyl)-1-oxopropan-2-yl)carbamate